1,1'-(3,3',5,5'-tetramethyl[1,1'-biphenyl]-4,4'-diyl)bis{4-amino-3-[(E)-diazenyl]naphthalene-1-sulfonic acid} CC=1C=C(C=C(C1C1(CC(=C(C2=CC=CC=C12)N)\N=N\[H])S(=O)(=O)O)C)C1=CC(=C(C(=C1)C)C1(CC(=C(C2=CC=CC=C12)N)\N=N\[H])S(=O)(=O)O)C